N-(2-(4-phenylpiperidin-1-yl)ethyl)quinolin-2-sulfonamide C1(=CC=CC=C1)C1CCN(CC1)CCNS(=O)(=O)C1=NC2=CC=CC=C2C=C1